6-(4-((2R,6R)-1-acetyl-4-acryloyl-6-methylpiperazin-2-yl)-6-chloropyridin-2-yl)-N-methyl-2-(trifluoromethyl)pyrimidine-4-carboxamide C(C)(=O)N1[C@@H](CN(C[C@H]1C)C(C=C)=O)C1=CC(=NC(=C1)Cl)C1=CC(=NC(=N1)C(F)(F)F)C(=O)NC